[5-(trifluoromethyl)-2-pyridyl]boronic acid FC(C=1C=CC(=NC1)B(O)O)(F)F